3-methylsulfanyl-benzofuran-6-carboxylic acid CSC1=COC2=C1C=CC(=C2)C(=O)O